fluorocyclopentenylcytosine NC1C=CN([C@@H]2C(F)=C(CO)[C@@H](O)[C@H]2O)C(=O)N=1